C(C)N(CC)[Si](OCCCCC)(OCCCCC)OCCCCC diethylaminotripentyloxysilane